FC1=CC=C(C=C1)N1N=C(C(=C1O)C=NC1=CC=C(C(=O)O)C=C1)C 4-(((1-(4-fluorophenyl)-5-hydroxy-3-methyl-1H-pyrazole-4-yl)methylene)amino)benzoic acid